(S)-5-chloro-6-(difluoromethyl)-N-(2-hydroxy-3-phenylpropyl)-N-methylnicotinamide ClC=1C(=NC=C(C(=O)N(C)C[C@H](CC2=CC=CC=C2)O)C1)C(F)F